1-(Glycidoxy)thioxanthone C(C1CO1)OC1=CC=CC=2SC3=CC=CC=C3C(C12)=O